(R)-3-((S)-1-(tert-butoxy)-3-(2-fluoro-3-(aminomethyl)phenyl)-1-oxopropan-2-yl)pyrrolidine-1-carboxylic acid tert-butyl ester C(C)(C)(C)OC(=O)N1C[C@H](CC1)[C@@H](C(=O)OC(C)(C)C)CC1=C(C(=CC=C1)CN)F